C(C)NC(=O)NCCCCCC N-ethyl-N'-hexyl-urea